1-(6-(pyrimidin-5-yl)quinolin-2-yl)piperidine-4-carboxylic acid N1=CN=CC(=C1)C=1C=C2C=CC(=NC2=CC1)N1CCC(CC1)C(=O)O